N-(5-(3-methoxybenzyl)pyridin-2-yl)-1-methyl-6-oxo-1,4,5,6-tetrahydropyridazine-3-carboxamide COC=1C=C(CC=2C=CC(=NC2)NC(=O)C2=NN(C(CC2)=O)C)C=CC1